N-[3-(1-imidazolyl)propyl]-hexanamide N1(C=NC=C1)CCCNC(CCCCC)=O